cyclopentyl-5-(2-(5-(piperazin-1-yl)pyridin-2-yl)amino-5-fluoropyrimidin-4-yl)-pyridin-2(1H)-one C1(CCCC1)N1C(C=CC(=C1)C1=NC(=NC=C1F)NC1=NC=C(C=C1)N1CCNCC1)=O